N-((1R,2R)-2-aminocyclopentyl)isonicotinamide N[C@H]1[C@@H](CCC1)NC(C1=CC=NC=C1)=O